NCC1=CC=C2C(=CC=NC2=C1)OC1=CC2=C(C[C@H](NC([C@@H](N2C)C(C)C)=O)CO)C=C1 (2S,5S)-9-[7-(aminomethyl)-4-quinolyloxy]-5-(hydroxymethyl)-2-isopropyl-1-methyl-1,2,3,4,5,6-hexahydro-1,4-benzodiazocin-3-one